1-(3-(benzyloxy)cyclobutyl)-4-nitro-1H-pyrazole C(C1=CC=CC=C1)OC1CC(C1)N1N=CC(=C1)[N+](=O)[O-]